C(C)(C)(C)OC(=O)N1[C@@H](CC[C@@H]1C=O)CC1CCC(CC1)N(C(C)=O)CC1=CC=CC=C1 (2S,5R)-2-(((1s,4R)-4-(N-benzyl-acetamido)cyclohexyl)methyl)-5-formylpyrrolidine-1-carboxylic acid tert-butyl ester